3-(6-cyclopropoxy-5-iodo-2H-indazol-2-yl)cyclohexan-1-one C1(CC1)OC=1C(=CC2=CN(N=C2C1)C1CC(CCC1)=O)I